7,8-dichloro-1-phenylquinazoline-2,4(1H,3H)-dione ClC1=CC=C2C(NC(N(C2=C1Cl)C1=CC=CC=C1)=O)=O